1,1'-(3,3',5,5'-tetraethyl[1,1'-biphenyl]-4,4'-diyl)bis{2,4-diamino-3-[(E)-diazenyl]naphthalene-1-sulfonic acid} C(C)C=1C=C(C=C(C1C1(C(C(=C(C2=CC=CC=C12)N)\N=N\[H])N)S(=O)(=O)O)CC)C1=CC(=C(C(=C1)CC)C1(C(C(=C(C2=CC=CC=C12)N)\N=N\[H])N)S(=O)(=O)O)CC